((4-methoxybenzyl)oxy)-3-methyl-7-morpholinoquinoxalin-2(1H)-one COC1=CC=C(CON2C(C(=NC3=CC=C(C=C23)N2CCOCC2)C)=O)C=C1